(2S,4E)-3-Hydroxy-2-[(2-hydroxy-13-methyltetradecanoyl)amino]-15-methyl-4-hexadecene-1-sulfonic acid OC([C@@H](CS(=O)(=O)O)NC(C(CCCCCCCCCCC(C)C)O)=O)\C=C\CCCCCCCCCC(C)C